5-[3-chloro-4-(cyanomethoxy)-2-fluoro-phenyl]-N-[3-chloro-4-[4-(piperidine-4-carbonyl)piperazine-1-carbonyl]phenyl]-1-methyl-imidazole-2-carboxamide ClC=1C(=C(C=CC1OCC#N)C1=CN=C(N1C)C(=O)NC1=CC(=C(C=C1)C(=O)N1CCN(CC1)C(=O)C1CCNCC1)Cl)F